C1(=CC=CC=C1)C=1C=CC=2N(C1)C(=CN2)C2=NC(=NC=C2)N 4-(6-phenylimidazo[1,2-a]pyridin-3-yl)pyrimidin-2-amine